1,1'-((1,2-phenylenebis(oxy))bis(4,1-phenylene))bis(prop-2-yn-1-one) C1(=C(C=CC=C1)OC1=CC=C(C=C1)C(C#C)=O)OC1=CC=C(C=C1)C(C#C)=O